FC1=CC=2N(C=C1C1CCN(CC1)C1CCN(CC1)CC(C)C)C=C(N2)C2=CC=C(C=C2)S(=O)(=O)C 7-fluoro-6-(1'-isobutyl-[1,4'-bipiperidin]-4-yl)-2-(4-(methyl-sulfonyl)phenyl)imidazo[1,2-a]pyridine